methyl 2-methoxy-4-(2-(5-oxopyrazolidin-1-yl)ethyl)benzoate HCl salt Cl.COC1=C(C(=O)OC)C=CC(=C1)CCN1NCCC1=O